1,3-butadien C=CC=C